tert-Butyl 5-{[5-(2-chloro-5-cyanophenyl)-1-trityl-1H-indazol-3-yl]carbamoyl}-2,2-dimethylpiperidine-1-carboxylate ClC1=C(C=C(C=C1)C#N)C=1C=C2C(=NN(C2=CC1)C(C1=CC=CC=C1)(C1=CC=CC=C1)C1=CC=CC=C1)NC(=O)C1CCC(N(C1)C(=O)OC(C)(C)C)(C)C